COC(CNC(=O)C1=NNC=C1)OC 1H-pyrazole-3-carboxylic acid (2,2-dimethoxy-ethyl)-amide